C(C)OC(C(=C)C1=CC=C(C=C1)F)=O (4-fluorophenyl)acrylic acid ethyl ester